N-benzyl-3-bromobenzenesulfonamide C(C1=CC=CC=C1)NS(=O)(=O)C1=CC(=CC=C1)Br